C1C(CC12CCNCC2)N2CCC(CC2)N2N=C(C=1C2=NC=NC1N)C1=CC=C(C=C1)OC1=CC=CC=C1 1-[1-(7-Azaspiro[3.5]nonan-2-yl)-4-piperidyl]-3-(4-phenoxyphenyl)pyrazolo[3,4-d]pyrimidin-4-amine